S(=O)(=O)(O)O.C(CCC)[Na] 1-butyl-sodium sulfate